C1(=CC=CC=C1)S(=O)(=O)O.C1(C=CC2=CC=CC=C12)N indeneamine benzenesulfonate